ClC=1C=C(C(=O)NC2=C(C(=CC=C2)C(=O)C=2C=C3N=C(C=NC3=CC2)C#N)F)C=CC1C(F)(F)F 3-chloro-N-(3-(3-cyanoquinoxaline-6-carbonyl)-2-fluorophenyl)-4-(trifluoromethyl)benzamide